1-((3-(3-amino-1-hydroxypropyl)phenoxy)methyl)cyclohexanol NCCC(O)C=1C=C(OCC2(CCCCC2)O)C=CC1